C(=O)(OC(C)(C)C)N1C[C@@H](NCC1)C(F)(F)F (R)-4-boc-2-trifluoromethylpiperazine